NC1=NN2C3=C1C(NC[C@H](OC1=C(CN(C(=N3)C=C2)CC)C(=C(C=C1)F)C#N)C)=O (7R)-3-amino-14-ethyl-11-fluoro-7-methyl-4-oxo-4,5,6,7,13,14-hexahydro-1,15-ethenopyrazolo[4,3-f][1,4,8,10]benzoxatriazacyclotridecine-12-carbonitrile